N-(4-chloro-2-((2,4-difluorophenyl)carbamoyl)-6-methylphenyl)-1-(3-chloropyridin-2-yl)-3-(2,2,2-trifluoroethoxy)-1H-pyrazole-5-carboxamide ClC1=CC(=C(C(=C1)C)NC(=O)C1=CC(=NN1C1=NC=CC=C1Cl)OCC(F)(F)F)C(NC1=C(C=C(C=C1)F)F)=O